4-((2-hydroxyethyl)amino)-3-nitrobenzonitrile OCCNC1=C(C=C(C#N)C=C1)[N+](=O)[O-]